O=C1NC(CCC1N1C(C2=CC=C(C=C2C1=O)OCCN1CC2(C1)CN(C2)CC2CC(C2)OC2=NC=C(C=C2)C=2C=CC=1C3=C(N(C1C2)C)C=CN=C3)=O)=O 2-(2,6-dioxopiperidin-3-yl)-5-(2-(6-(((1r,3r)-3-((5-(5-methyl-5H-pyrido[4,3-b]indol-7-yl)pyridin-2-yl)oxy)cyclobutyl)methyl)-2,6-diazaspiro[3.3]heptan-2-yl)ethoxy)isoindoline-1,3-dione